(R)-3-(4-(3-oxocyclobutyl)phenyl)piperidine-2,6-dione O=C1CC(C1)C1=CC=C(C=C1)[C@@H]1C(NC(CC1)=O)=O